6-(1-(1-((1R,3R)-3-aminocyclopentane-1-carbonyl)piperidin-4-yl)-1H-pyrazol-4-yl)-4-methoxypyrazolo[1,5-a]pyridine-3-carbonitrile N[C@H]1C[C@@H](CC1)C(=O)N1CCC(CC1)N1N=CC(=C1)C=1C=C(C=2N(C1)N=CC2C#N)OC